CC1(C(C(C(CCCC1)(C)C)=O)=O)C 3,3,8,8-tetramethyl-1,2-cyclooctanedione